biphenyl-4-yl-{1'-(naphthalen-1-yl)-[1,2':4',1'']terphenyl-4''-yl}-{4-(naphthalen-2-yl)-phenyl}-amine C1(=CC=C(C=C1)N(C1=CC=C(C=C1)C1=CC2=CC=CC=C2C=C1)C1=CC=C(C=C1)C1=CC(=C(C=C1)C1=CC=CC2=CC=CC=C12)C1=CC=CC=C1)C1=CC=CC=C1